7-[5-(7-methyl-2,7-diazaspiro[3.5]nonan-2-yl)[1,3]thiazolo[5,4-d][1,3]thiazol-2-yl]-4-(1H-pyrazol-4-yl)-1H-pyrrolo[2,3-c]pyridine CN1CCC2(CN(C2)C=2SC3=C(N2)SC(=N3)C=3N=CC(=C2C3NC=C2)C=2C=NNC2)CC1